[Pd](Cl)Cl.C1(=CC=CC=C1)P([C-]1C=CC=C1)C1=CC=CC=C1.[C-]1(C=CC=C1)P(C1=CC=CC=C1)C1=CC=CC=C1.[Fe+2] [1,1'-bis(diphenyl-phosphino)-ferrocene] palladium (II) dichloride